BrC1=C(N=C(S1)C)CC(=O)OCC ethyl 2-(5-bromo-2-methyl-1,3-thiazol-4-yl)acetate